N[C@@H]1[C@H](CCCC1)N(C([C@@H](CC(=O)OC(C1=C(C=CC=C1)Cl)(C1=CC=CC=C1)C1=CC=CC=C1)CC1=CC=CC=C1)=O)C (2-Chlorotrityl) (R)-4-(((1S,2S)-2-aminocyclohexyl) (methyl)amino)-3-benzyl-4-oxobutanoate